1,4-dimethylanthraquinone CC1=CC=C(C=2C(C3=CC=CC=C3C(C12)=O)=O)C